C12CN(CC(CNC1)O2)C=2C=C1CC[C@@H](CC1=CC2)NC(=O)C2=C(C=1C(=NC(=CC1)C)S2)N N-((2S)-6-(9-oxa-3,7-diazabicyclo[3.3.1]nonan-3-yl)-1,2,3,4-tetrahydronaphthalen-2-yl)-3-amino-6-methylthieno[2,3-b]pyridine-2-carboxamide